CON(C(=O)C=1C=NC=C(C1)C(F)(F)F)C N-methoxy-N-methyl-5-(trifluoromethyl)pyridine-3-carboxamide